C(#N)[C@H]1N(CSC1)C(CNC(=O)C1=CC=NC2=CC=C(C=C12)N1CCC(CC1)(C)OC)=O (R)-N-(2-(4-Cyanothiazolidin-3-yl)-2-oxoethyl)-6-(4-methoxy-4-methylpiperidin-1-yl)quinoline-4-carboxamide